ClC1=CC(=CC2=CN(N=C12)C)C=1OC2=C(C=C(C=C2C(C1)=O)C)C(C)NC1=C(C(=O)O)C=CC=C1 2-[1-[2-(7-Chloro-2-methyl-indazol-5-yl)-6-methyl-4-oxo-chromen-8-yl]ethylamino]benzoic acid